OC1C(C(C1(C1=CC=CC=C1)C1=CC=CC=C1)=O)(C)C 3-hydroxy-2,2-dimethyl-4,4-diphenyl-cyclobutanone